(S)-N-(1-((4-(1-benzyl-5-methyl-1H-pyrazol-4-yl)phenyl)amino)-1-oxo-3,3-diphenylpropan-2-yl)-1-methyl-1H-pyrazole-5-carboxamide C(C1=CC=CC=C1)N1N=CC(=C1C)C1=CC=C(C=C1)NC([C@H](C(C1=CC=CC=C1)C1=CC=CC=C1)NC(=O)C1=CC=NN1C)=O